bis(4-fluorobenzoyl)decanediamine FC1=CC=C(C(=O)C(C(N)(N)C(C2=CC=C(C=C2)F)=O)CCCCCCCC)C=C1